5-bromo-2-(4-chloropyrido[3,4-d]pyridazin-1-yl)phenol BrC=1C=CC(=C(C1)O)C1=C2C(=C(N=N1)Cl)C=NC=C2